4-(triethylsilyl)but-3-yn-1-ol C(C)[Si](C#CCCO)(CC)CC